5-(2-((4-ethyl-1-(thiazol-2-yl)piperidin-4-yl)amino)-2-oxoacetyl)-N-(4-fluoro-3-methylphenyl)-1,2,4-trimethyl-1H-pyrrole-3-carboxamide C(C)C1(CCN(CC1)C=1SC=CN1)NC(C(=O)C1=C(C(=C(N1C)C)C(=O)NC1=CC(=C(C=C1)F)C)C)=O